3-(4-nitrotriazol-1-yl)propanenitrile [N+](=O)([O-])C=1N=NN(C1)CCC#N